(R/S)-methyl 2-hydroxybutyrate O[C@@H](C(=O)OC)CC |r|